C(C)(C)(C)OC(=O)N1CCC2([C@@H]([C@@H](OC2)C)NS(=O)C(C)(C)C)CC1 (3S,4S)-3-methyl-4-[(2-methylpropane-2-sulfinyl)amino]-2-oxa-8-azaspiro[4.5]decane-8-carboxylic acid tert-butyl ester